COC(=O)C=1C(=NN(C1)C)C=O 3-formyl-1-methylpyrazole-4-carboxylic acid methyl ester